N-{(1R)-1-[3-(2-amino-1,1-difluoroethyl)-2-fluorophenyl]ethyl}-6-bromo-2-methylpyrido[3,4-d]pyrimidin-4-amine NCC(F)(F)C=1C(=C(C=CC1)[C@@H](C)NC=1C2=C(N=C(N1)C)C=NC(=C2)Br)F